N5-((4-(3-(Trifluoromethyl)-5,6-dihydro-[1,2,4]triazolo[4,3-a]pyrazin-7(8H)-yl)thiophen-2-yl)methyl)isoquinoline-1,5-diamine FC(C1=NN=C2N1CCN(C2)C=2C=C(SC2)CNC=2C=1C=CN=C(C1C=CC2)N)(F)F